ethylene glycol bismesylate S(C)(=O)(=O)OCCOS(C)(=O)=O